(R)-N-((S)-1-(5-((2-amino-3-chloropyridin-4-yl)thio)imidazo[1,5-a]pyrazin-8-yl)-4'H,6'H-spiro[piperidine-4,5'-pyrrolo[1,2-b]pyrazole]-4'-yl)-2-methylpropane-2-sulfinamide NC1=NC=CC(=C1Cl)SC1=CN=C(C=2N1C=NC2)N2CCC1([C@@H](C=3N(N=CC3)C1)N[S@](=O)C(C)(C)C)CC2